C1C=C1 The molecule is a cycloalkene that consists of cyclopropane having a double bond in the ring. The parent of the class of cyclopropenes. It is a cycloalkene and a member of cyclopropenes.